2,2-dimethyl-3-(m-tolyl)propan-1-ol CC(CO)(CC=1C=C(C=CC1)C)C